BrC1=CC=C(C(=O)C2C(N(CC(C2)C)C(=O)OC(C)(C)C)=O)C=C1 tert-butyl 3-(4-bromobenzoyl)-5-methyl-2-oxo-piperidine-1-carboxylate